3-methyl-1,3-butandiol CC(CCO)(C)O